ClC=1C=C(C(=C(C1)O)C1=CC=C2C(=N1)N=C(O2)CC2CN(CCO2)C(C)C)C 5-Chloro-2-[2-[(4-isopropylmorpholin-2-yl)methyl]oxazolo[4,5-b]pyridin-5-yl]-3-methyl-phenol